8-propenyl-tetracyclo[4.4.0.12,5.17,10]dodec-3-ene C(=CC)C1C2C3C4C=CC(C3C(C1)C2)C4